C(C)(C)C(C(=O)OC(C)C)(C(C(=O)OC(C)C)C(C)C)C#N diisopropyl 2,3-diisopropyl-2-cyanobutanedioate